C1CCC2=C(C=3CCCC3C=C12)NC(=O)NC(C(=O)OC)CC1=CC(=CC=C1)C1=CC=NN1 methyl 2-{[(1,2,3,5,6,7-hexahydro-s-indacen-4-yl)carbamoyl]amino}-3-[3-(1H-pyrazol-5-yl)phenyl]propanoate